[Na+].OC=1C=C(C=CC1O)C[C@H](C(=O)[O-])O (R)-3-(3,4-dihydroxyphenyl)-2-hydroxypropionic acid sodium salt